FC=1C=C(C=CC1OC(F)(F)F)C1=CC(=CC=C1)O 3'-fluoro-4'-(trifluoromethoxy)-[1,1'-biphenyl]-3-ol